BrC1=CC=C(C=C1)C(=C1C=2C=C3C=CC=CC3=CC2C(C2=CC3=CC=CC=C3C=C12)=C=O)C1=CC=C(C=C1)Br 6-bis(4-bromophenyl)methylene-13-carbonyl-pentacene